C[Sn](C1=CC=CC=C1)(C)C trimethylphenyl-tin